(S)-4-((4'-(1,1,1,3,3,3-hexafluoro-2-hydroxypropan-2-yl)-2-methyl-[1,1'-biphenyl]-4-yl)methyl)-N-isopropyl-1-(pyridin-4-ylmethyl)piperazine-2-carboxamide FC(C(C(F)(F)F)(O)C1=CC=C(C=C1)C1=C(C=C(C=C1)CN1C[C@H](N(CC1)CC1=CC=NC=C1)C(=O)NC(C)C)C)(F)F